COC(=O)C1=CC2=C(N=C(S2)N2[C@H]3CC(C[C@@H]2CC3)OCC=3C(=NOC3C3CC3)C3=C(C=CC=C3)Cl)C(=C1)C#N 2-((1R,3R,5S)-3-((3-(2-chlorophenyl)-5-cyclopropylisoxazol-4-yl)methoxy)-8-azabicyclo[3.2.1]oct-8-yl)-4-cyanobenzo[d]thiazole-6-carboxylic acid methyl ester